N,N-dimethylundec-10-enamide CN(C)C(=O)CCCCCCCCC=C